2-(4-(4-(2,6-dioxopiperidin-3-yl)-3,4-dihydro-2H-benzo[b][1,4]oxazin-8-yl)piperazin-1-yl)acetic acid O=C1NC(CCC1N1C2=C(OCC1)C(=CC=C2)N2CCN(CC2)CC(=O)O)=O